C(C1=CC=CC=C1)OC(C(C(CN1OCC2C1C(CN2C(=O)OC(C)(C)C)(F)F)F)(C)C)=O tert-butyl 1-(4-(benzyloxy)-2-fluoro-3,3-dimethyl-4-oxobutyl)-6,6-difluorotetrahydro-1H-pyrrolo[3,2-c]isoxazole-4(5H)-carboxylate